3-[3-[4-(aminomethyl)phenyl]-5-(3-pyridyl)imidazo[4,5-b]pyridin-2-yl]pyridin-2-amine hydrochloride Cl.NCC1=CC=C(C=C1)N1C(=NC=2C1=NC(=CC2)C=2C=NC=CC2)C=2C(=NC=CC2)N